5-(1-methyl-1H-pyrazol-4-yl)thieno[3,2-b]pyridin CN1N=CC(=C1)C1=CC=C2C(=N1)C=CS2